C(=O)O.ClC1=C(C(=O)N2CCC(CC2)C(=O)NC[C@H]2CNCC2)C=CC(=C1)NC(=O)C=1N(C(=CN1)C1=C(C(=C(C=C1)OC)F)F)C 1-[2-chloro-4-[[5-(2,3-difluoro-4-methoxy-phenyl)-1-methyl-imidazole-2-carbonyl]amino]benzoyl]-N-[[(3R)-pyrrolidin-3-yl]methyl]piperidine-4-carboxamide formate